N-(4-(4-(3-isopropylphenoxy)butyl)phenyl)piperazine-1-carboxamide hydrochloride Cl.C(C)(C)C=1C=C(OCCCCC2=CC=C(C=C2)NC(=O)N2CCNCC2)C=CC1